N,N',N''-(benzene-1,3,5-triyltris(methylene))tris(2-chloroacetamide) C1(=CC(=CC(=C1)CNC(CCl)=O)CNC(CCl)=O)CNC(CCl)=O